N-Phenyl-6-pyrrolidin-1-yl-N1-(3-trifluoromethylphenyl)-[1,3,5]triazine-2,4-diamine hydrochloride Cl.C1(=CC=CC=C1)NC1N(C(=NC(=N1)N)N1CCCC1)C1=CC(=CC=C1)C(F)(F)F